C(C)OC(C(F)(F)C1CC[C@H](N1)C(=O)OC)=O methyl (2S)-5-(2-ethoxy-1,1-difluoro-2-oxoethyl)pyrrolidine-2-carboxylate